C(C(=C)C)(=O)OCC1(COC1)CC (3-ethyl-3-oxetanyl)methyl methacrylate